C(C(=C)C)(=O)OCC(=C)C 2-methylallyl methacrylate